C[C@@H]1C(NC(C1)(C)C)=O (S)-3,5,5-trimethylpyrrolidin-2-one